[3-(dimethylamino)propyl]dimethyl-aluminum CN(CCC[Al](C)C)C